C[N+]1(C(CCCC1C)C)C 1,1,2,6-tetramethylpiperidinium